5-(1H-imidazol-1-yl)-2-(6-(((1R,3s,5S)-1,5,8-trimethyl-8-azabicyclo[3.2.1]octan-3-yl)oxy)pyridazin-3-yl)phenol N1(C=NC=C1)C=1C=CC(=C(C1)O)C=1N=NC(=CC1)OC1C[C@]2(CC[C@@](C1)(N2C)C)C